ClC1=C(C=CC=C1)N1CCN(C2=CC=CC=C12)C(CN1CCCCC1)=O 1-(4-(2-chlorophenyl)-3,4-dihydroquinoxaline-1(2H)-yl)-2-(piperidin-1-yl)ethan-1-one